FC1=CC=CC=2C(=C(OC21)C2=NC1=C(C=CC(=C1C=C2)C)C)C 2-(7-Fluoro-3-methyl-1-benzofuran-2-yl)-5,8-dimethylquinoline